FC1=CC=C(C=C1)CNC1=C2C(=NN(C2=NC(=N1)C1=CC=C(C=C1)B(O)O)C)CC [(p-fluorophenyl)methyl]{6-[p-(dihydroxyboryl)phenyl]-3-ethyl-1-methyl-1H-1,2,5,7-tetraazainden-4-yl}amine